(4-(propane-1-yn-1-yl)-1-(4-(trifluoromethoxy)phenyl)ethyl)-1H-indazole-7-carboxamide C(#CC)C1(CC=C(C=C1)C(C)N1N=CC2=CC=CC(=C12)C(=O)N)OC(F)(F)F